11-(trimethylsiloxy)undecyl-triethoxysilane C[Si](OCCCCCCCCCCC[Si](OCC)(OCC)OCC)(C)C